N1(N=CC=C1)C=1C=NC=2CCN(CC2C1)C1=C(C=C(N=N1)C#N)C 6-(3-(1H-pyrazol-1-yl)-7,8-dihydro-1,6-naphthyridin-6(5H)-yl)-5-methylpyridazine-3-carbonitrile